Cl.ClC=1C(=C(C=CC1)C1(CNC1)OC1=CC=C2C=CN(C(C2=C1)=O)C)C 7-((3-(3-chloro-2-methylphenyl)azetidin-3-yl)oxy)-2-methylisoquinolin-1(2H)-one hydrochloride